NC1=CC=C(C(=N1)C)CNC(CN1C(C(=NC=C1C1=CC(=NC=C1)N)NCCC1=CC=CC=C1)=O)=O N-((6-AMINO-2-METHYLPYRIDIN-3-YL)METHYL)-2-(6-(2-AMINOPYRIDIN-4-YL)-2-OXO-3-(PHENETHYLAMINO)PYRAZIN-1(2H)-YL)ACETAMIDE